3λ2-imidazol-2(1H)-one N1C([N]C=C1)=O